CC1=NOC(=C1C1=CC=C2C=3N([C@H](COC31)C3=NC=CC=C3)C(=N2)N2CCN(CC2)C(C)C)C (4S)-7-(3,5-dimethylisoxazol-4-yl)-2-(4-isopropylpiperazin-1-yl)-4-pyridin-2-yl-4,5-dihydroimidazo[1,5,4-de][1,4]benzoxazine